(1R)-4-ethyl-1-ethynyl-N-(1-methylcyclopropyl)-5-oxo-1H,2H-imidazo[1,2-a]quinazoline-7-sulfonamide C(C)N1C=2N(C3=CC=C(C=C3C1=O)S(=O)(=O)NC1(CC1)C)[C@@H](CN2)C#C